nickel Chromium Cobalt [Co].[Cr].[Ni]